FC1=C(CN2C(=NC(=C2)N)C(F)(F)F)C=CC(=C1)F 1-(2,4-difluorobenzyl)-2-(trifluoromethyl)-1H-imidazol-4-amine